CC1=NN(C(=C1C1=CC=CC=C1)C1=CC=C(C=C1)C)C1=CC=CC=C1 3-methyl-1,4-diphenyl-5-(p-tolyl)-1H-pyrazole